O=C1C(=C(C=NN1)N1[C@@H](C2=CC=CC=C2C1)[C@H]1CC[C@@H](O1)CC(=O)N1CCN(CC1)C1=CC=C(C=N1)C#N)C(F)(F)F 6-(4-[2-[(2R,5R)-5-[(1S)-2-[6-oxo-5-(trifluoromethyl)-1,6-dihydropyridazin-4-yl]-2,3-dihydro-1H-isoindol-1-yl]oxolan-2-yl]acetyl]piperazin-1-yl)pyridine-3-carbonitrile